CC(CC)OC=1C=C(OCCCN2CCOCC2)C=CC1 4-[3-[3-(1-methylpropoxy)phenoxy]propyl]morpholine